tert-butyl 4-(4-(4-(cyanomethylsulfonyl)benzyloxy)phenyl)-1H-imidazole-1-carboxylate C(#N)CS(=O)(=O)C1=CC=C(COC2=CC=C(C=C2)C=2N=CN(C2)C(=O)OC(C)(C)C)C=C1